5-cyclopropyl-2-(trifluoromethyl)aniline C1(CC1)C=1C=CC(=C(N)C1)C(F)(F)F